C(C)(C)(C)OC(NC1CCC(CC1)(O)CN)=O (4-(aminomethyl)-4-hydroxycyclohexyl)carbamic acid tert-butyl ester